C1(CCCCC1)N1C=C(C2=CC=C(C=C12)C(CO)S(=O)(=O)N)C(C1=CC(=CC=C1)S(=O)(=O)N1CC(C1)(F)F)=O (1-cyclohexyl-3-(3-((3,3-difluoroazetidin-1-yl)sulfonyl)benzoyl)-1H-indol-6-yl)-2-hydroxyethane-1-sulfonamide